4-trifluoromethylpyridine-formaldehyde FC(C1=CC(=NC=C1)C=O)(F)F